CC1=C(C#N)C=CC=C1[C@@H](C)NC=1C=2C(N=C(N1)C)=CC(N(C2)C2CCOCC2)=O (R)-2-methyl-3-(1-((2-methyl-7-oxo-6-(tetrahydro-2H-pyran-4-yl)-6,7-dihydropyrido[4,3-d]pyrimidin-4-yl)amino)ethyl)benzonitrile